1-((3R,4S)-4-((5-(1-((R)-1,1-difluoropropan-2-yl)-1H-benzo[d][1,2,3]triazol-6-yl)-6-fluoro-4-methoxypyrrolo[2,1-f][1,2,4]triazin-2-yl)amino)-3-fluoropiperidin-1-yl)ethan-1-one FC([C@@H](C)N1N=NC2=C1C=C(C=C2)C=2C(=CN1N=C(N=C(C12)OC)N[C@@H]1[C@@H](CN(CC1)C(C)=O)F)F)F